methanesulfonylpropyl trifluoromethanesulfonate FC(S(=O)(=O)OCCCS(=O)(=O)C)(F)F